para-isopropyl-phenol C(C)(C)C1=CC=C(C=C1)O